BrC=1C(NC(=NC1C1CCCC1)C1=CN=CS1)=O 5-bromo-6-cyclopentyl-2-(5-thiazolyl)-4(3H)-pyrimidinone